2-(3-(((1S,3R,4R,5S,7S)-4,7-difluoro-1-methyl-8-azabicyclo[3.2.1]octan-3-yl)oxy)-1,2,4-triazin-6-yl)-5-(1H-imidazol-1-yl)phenol F[C@H]1[C@@H](C[C@]2([C@H](C[C@@H]1N2)F)C)OC=2N=NC(=CN2)C2=C(C=C(C=C2)N2C=NC=C2)O